NC=1C=C2C(N(N(C2=CC1C)C)C1=CC(=CC=C1)C1=NN=CN1C(C)C)=O 5-amino-2-(3-(4-isopropyl-4H-1,2,4-triazol-3-yl)phenyl)-1,6-dimethyl-1H-indazol-3(2H)-one